pyridine-2-carboxanilide N1=C(C=CC=C1)C(=O)NC1=CC=CC=C1